C1(CCC1)NC1=NC(=NC=C1)C(=O)OC methyl 4-(cyclobutylamino)pyrimidine-2-carboxylate